O1C(=NC2=C1C=CC=C2)NC(=O)C2CC(CC(C2)C)(C)C N-(1,3-benzooxazol-2-yl)-3,3,5-trimethylcyclohexane-1-carboxamide